(methyl)piperazine-1,4-dicarboxylate CC1N(CCN(C1)C(=O)[O-])C(=O)[O-]